trans-4-((4-(3-(6-(benzyloxy)pyridin-3-yl)phenyl)-5-fluoropyrimidin-2-yl)amino)cyclohexane-1-carboxamide C(C1=CC=CC=C1)OC1=CC=C(C=N1)C=1C=C(C=CC1)C1=NC(=NC=C1F)N[C@@H]1CC[C@H](CC1)C(=O)N